C(CC)C1C(=O)OC(CC1)C α-propyl-δ-caprolactone